C(C)OC(=O)N=C=S ethoxycarbonyl isothiocyanate